[14C]-proline N1[14C@@H](CCC1)C(=O)O